NC=1C(=C(C(=CC1)F)N1C(C2=C(N=C(N=C2)SC)C(=C1)C)=O)F 6-(3-Amino-2,6-difluorophenyl)-8-methyl-2-(methylthio)pyrido[4,3-d]pyrimidin-5(6H)-one